C1(CC1)C1CN(CCO1)C(=O)NC=1C=NC=C(C1)NC1=NC=C(C=C1)C1=CC=C(C=C1)N1C(CCC1)=O 2-cyclopropyl-N-(5-((5-(4-(2-oxopyrrolidin-1-yl)phenyl)pyridin-2-yl)amino)pyridin-3-yl)morpholine-4-carboxamide